C(C)(C)(C)OC(=O)N1CCC(CC1)=C(C1=NC=CC=C1)C1=CC(=C(C=C1)OC)OC 4-[(3,4-Dimethoxyphenyl)-(2-pyridyl)methylene]piperidine-1-carboxylic acid tert-butyl ester